ClC1=CC(=C(C=C1)N=C=O)C(F)(F)F 4-chloro-2-(trifluoromethyl)phenyl isocyanate